C(C)OC(=C)C1=CC=NC=C1C(=O)[O-] 4-(1-ethoxyvinyl)nicotinate